C(C)OCC=1N(C2=C(C(=NC=3CCCCC23)N)N1)NC(C)C 2-ethoxymethyl-N1-isopropyl-6,7,8,9-tetrahydro-1H-imidazo[4,5-c]quinolin-1,4-diamine